C1=CC(=C2C(=CC=C3C4=CC=C(C=5C(=CC=C(C1=C23)C45)C(=O)O)C(=O)O)C(=O)NN)C(=O)NN 3,4,9,10-perylenetetracarboxylic acid dihydrazide